BrCC1=CC=C(C=2C=CC=NC12)C(=O)OC methyl 8-(bromomethyl)quinoline-5-carboxylate